C(C)OC(=O)C1(CC(=NO1)C1=C(C=C(C(=C1)C1=NC=C(C=C1F)F)F)Cl)C 3-[2-chloro-5-(3,5-difluoro-2-pyridinyl)-4-fluoro-phenyl]-5-methyl-4H-isoxazole-5-carboxylic acid ethyl ester